N-(5-(4-chloro-2-(4-((4-methylpiperazin-1-yl)methyl)phenyl)-1H-pyrrolo[2,3-b]pyridin-3-yl)-2-methylphenyl)acrylamide ClC1=C2C(=NC=C1)NC(=C2C=2C=CC(=C(C2)NC(C=C)=O)C)C2=CC=C(C=C2)CN2CCN(CC2)C